C[C@@]1(C2CCC3CC2(CC3(CO)O)C=CC1=O)CCC(=O)NC4=C(C=CC(=C4O)C(=O)OC)O The molecule is a polycyclic cage compound that is the methyl ester derivative of the dihydroxy substituted platensimycin. It is isolated from Streptomyces platensis. It has a role as a bacterial metabolite. It is a cyclic ether, a cyclic ketone, a polycyclic cage, a diol, a benzoate ester, an aromatic amide and a monocarboxylic acid amide. It derives from a platensimycin.